3,4-dimethyltetrahydrophthalic acid CC1C(C(C(=O)O)C=CC1C)C(=O)O